ClC1=CC=C(C=C1)C=1N=C2N(C=CC=N2)C1CN1CC2CCC(C1)N2C(=O)N2CCCCC2 (3-{[2-(4-chlorophenyl)imidazo[1,2-a]pyrimidin-3-yl]methyl}-3,8-diazabicyclo[3.2.1]oct-8-yl)(piperidin-1-yl)methanone